NC([C@H](C(C)(C)C)NC(C(=O)C1=C(C(=C(N1C)C)C(=O)NC1=CC(=C(C=C1)F)C)C)=O)=O (S)-5-(2-((1-amino-3,3-dimethyl-1-oxobutan-2-yl)amino)-2-oxoacetyl)-N-(4-fluoro-3-methylphenyl)-1,2,4-trimethyl-1H-pyrrole-3-carboxamide